dimethyl-(indenyl)(tetramethylcyclopentadienyl)silane C[Si](C1(C(=C(C(=C1)C)C)C)C)(C1C=CC2=CC=CC=C12)C